S(=O)(=O)(O)CCS(=O)(=O)O.C(CS(=O)(=O)O)S(=O)(=O)O 1,2-ethanedisulfonic acid (edisylate)